3-phenylprop-2-en C1(=CC=CC=C1)C=CC